OCCC#C (2-hydroxyethyl)acetylene